amino bisulphate S(ON)(O)(=O)=O